3-[3-(4-fluorophenyl)-1-bicyclo[1.1.1]pentanyl]azetidine FC1=CC=C(C=C1)C12CC(C1)(C2)C2CNC2